Cl.[C@H]12COC[C@H](CCC1)N2 (1R,5S)-3-oxa-9-azabicyclo[3.3.1]nonane hydrochloride